CC=1C=CC=2N(C3=CC=C(C=C3C2C1)C)C1=CC=C(C=C1)C1=C(C(=CC(=N1)N1C2=CC=C(C=C2C=2C=C(C=CC12)C)C)C1=C(C=CC=C1)C1=CC(=NC(=C1)C1=CC(=NC(=C1)C1=CC=CC=C1)C1=CC=CC=C1)C1=CC(=NC(=C1)C1=CC=CC=C1)C1=CC=CC=C1)N1C2=CC=C(C=C2C=2C=C(C=CC12)C)C 9,9'-(6-(4-(3,6-dimethyl-9H-carbazol-9-yl)phenyl)-4-(2-(2,2'',6,6''-tetraphenyl-[4,2':6',4''-terpyridin]-4'-yl)phenyl)pyridine-2,5-diyl)bis(3,6-dimethyl-9H-carbazole)